C1(CCC1)OCC=1C=CC(=C(C1)B(O)O)F [5-(CYCLOBUTOXYMETHYL)-2-FLUOROPHENYL]BORANEDIOL